[Na+].P(OCC)([O-])=O O-ethyl phosphonate sodium